Tert-butyl (S)-2-(((5-bromo-1-methyl-1H-pyrazol-4-yl)oxy)methyl)azetidine-1-carboxylate BrC1=C(C=NN1C)OC[C@H]1N(CC1)C(=O)OC(C)(C)C